OC1=C(C=CC=C1)C1=C(C=CC=C1)O hydroxyphenyl-(phenol)